FC(C(C(F)(F)F)(O)C1=CC=C(C=C1)C1=C(C=C(C=C1)CN1CC2(C1)CN(C2)CC2=CC=NC=C2)C)(F)F 1,1,1,3,3,3-hexafluoro-2-(2'-methyl-4'-((6-(pyridin-4-ylmethyl)-2,6-diazaspiro[3.3]heptan-2-yl)methyl)-[1,1'-biphenyl]-4-yl)propan-2-ol